C(C)OC(=O)C1=C(N(C(=C1C)C(C(N[C@@H](C(F)(F)F)C)=O)=O)C)Cl (R)-2-chloro-1,4-dimethyl-5-(2-oxo-2-((1,1,1-trifluoroprop-2-yl)amino)acetyl)-1H-pyrrole-3-carboxylic acid ethyl ester